ClC1=NC2=C(C(=NC=C2C(=N1)N1C[C@H]2CC[C@@H](C1)N2C(=O)OC(C)(C)C)Cl)F tert-butyl (1R,5S)-3-(2,7-dichloro-8-fluoro-1,3,6-triaza-4-naphthyl)-3,8-diazabicyclo[3.2.1]octane-8-carboxylate